COC1C(CCCC1)CC(C#N)N 3-(2-methoxycyclohexyl)-aminopropionitrile